(4-((methyl-d3)thio)phenyl)glycinoyl bromide C(SC1=CC=C(C=C1)NCC(=O)Br)([2H])([2H])[2H]